ClC=1C=C(C=C(C1OC=1C=C2C(=CC(=NC2=CC1)C1=NC=C(C=C1)Cl)C)Cl)N1N=CC(NC1=O)=O 2-(3,5-Dichloro-4-((4-methyl-2-(5-chloropyridin-2-yl)quinolin-6-yl)oxy)phenyl)-3,5-dioxo-2,3,4,5-tetrahydro-1,2,4-triazine